4-methyl-1-[(8S)-6-(1,6-dimethylpyrazolo[3,4-b]pyridin-4-yl)-8-methyl-7,8-dihydro-5H-1,6-naphthyridin-2-yl]piperidin-4-amine CC1(CCN(CC1)C1=NC=2[C@H](CN(CC2C=C1)C1=C2C(=NC(=C1)C)N(N=C2)C)C)N